acrylamido-propyl-trimethyl-ammonium chloride [Cl-].C(C=C)(=O)NC[N+](C)(C)CCC